(R)-N-(1-cyanopyrrolidin-3-yl)-2-fluoro-4-(2-(trifluoromethyl)pyrimidin-4-yl)benzamide C(#N)N1C[C@@H](CC1)NC(C1=C(C=C(C=C1)C1=NC(=NC=C1)C(F)(F)F)F)=O